D-(+)-fucose C[C@H]([C@@H]([C@@H]([C@H](C=O)O)O)O)O